CN(C)CC=1N=C(OC1)N(CC=1C=C2C=CC=NC2=CC1)CC1=CC(=CC=C1)OC 4-((dimethylamino)methyl)-N-(3-methoxybenzyl)-N-(quinolin-6-ylmethyl)oxazol-2-amine